2,3-dimethyl-9,10-dimethoxy-anthracene CC1=CC2=C(C3=CC=CC=C3C(=C2C=C1C)OC)OC